1-(2-hydroxyethyl)-1-methylpyrrolidinium OCC[N+]1(CCCC1)C